ClC=1C(=NC(=NC1NC1=CC=NC=C1)N1CCOCC1)C1=CC(=NC=C1C(=O)OCC)C1=NN(C=C1)C ethyl 4-(5-chloro-2-morpholino-6-(pyridin-4-ylamino)pyrimidin-4-yl)-6-(1-methyl-1H-pyrazol-3-yl)nicotinate